(3R,6S)-6-isopropenyl-3-methyl-9-decenol C(=C)(C)[C@H](CC[C@H](CCO)C)CCC=C